N,N-diphenyl-1H-benzimidazole-1-carboxamide C1(=CC=CC=C1)N(C(=O)N1C=NC2=C1C=CC=C2)C2=CC=CC=C2